5-(4-chloro-2-fluorophenyl)-7-((2R)-2-(2-chloro-4-pyridinyl)-4-morpholinyl)-2,3-dimethylpyrido[4,3-d]pyrimidin-4(3H)-one ClC1=CC(=C(C=C1)C1=NC(=CC=2N=C(N(C(C21)=O)C)C)N2C[C@H](OCC2)C2=CC(=NC=C2)Cl)F